cis-2-bromo-N-(3-(5-(methylcarbamoyl)-2-(pyridin-2-yl)-1H-benzo[d]imidazol-1-yl)cyclohexyl)thiazole-5-carboxamide BrC=1SC(=CN1)C(=O)N[C@@H]1C[C@@H](CCC1)N1C(=NC2=C1C=CC(=C2)C(NC)=O)C2=NC=CC=C2